C1(CCC1)C1=CC(=CC(=N1)N1C(C2=CC=CC(=C2C1)C(F)(F)F)=O)C1(COC1)CC1=NN=CN1C 2-(6-cyclobutyl-4-(3-((4-methyl-4H-1,2,4-triazol-3-yl)methyl)-oxetan-3-yl)pyridin-2-yl)-4-(trifluoromethyl)isoindolin-1-one